1,3-diacryloxy-2-hydroxypropane C(C=C)(=O)OCC(COC(C=C)=O)O